methyl 6-(5-chloro-2-fluorophenyl)-4-{[(2,4-dimethoxyphenyl)methyl] amino}pyridazine-3-carboxylate ClC=1C=CC(=C(C1)C1=CC(=C(N=N1)C(=O)OC)NCC1=C(C=C(C=C1)OC)OC)F